tert-butyl 6-(4-amino-2,6-difluorophenyl)-2,6-diazaspiro[3.3]heptane-2-carboxylate NC1=CC(=C(C(=C1)F)N1CC2(CN(C2)C(=O)OC(C)(C)C)C1)F